diethylthioxanthone C(C)C1=C(C=2C(C3=CC=CC=C3SC2C=C1)=O)CC